aminomethyl-dimethoxymethyl-silane ethyl-3-(5-(4-(dimethylamino)benzamido)benzo[b]thiophen-2-yl)propanoate C(C)OC(CCC1=CC2=C(S1)C=CC(=C2)NC(C2=CC=C(C=C2)N(C)C)=O)=O.NC[SiH2]C(OC)OC